C(C=C)(=O)OCF 1-fluoro-methyl acrylate